O1CCN(CC1)C=1N=CC2=C(N1)N1C(=C(C2=O)C(=O)OCC)SC2=C1C=CC=C2 ethyl 2-morpholino-5-oxo-5H-benzo[4',5']thiazolo[3',2':1,6]pyrido-[2,3-d]pyrimidine-6-carboxylate